CC1=CC=C(C=C1)C(=C)C dehydro-p-cymene